5-[2-(2-{[1,1'-Biphenyl]-4-sulfonamido}-5-fluorophenyl)ethynyl]-4-methyl-pyridin C1(=CC=C(C=C1)S(=O)(=O)NC1=C(C=C(C=C1)F)C#CC=1C(=CC=NC1)C)C1=CC=CC=C1